N[C@@H](CCCNC(N)=N)C(=O)O.C1(CCCC1)C1=C(C=C(COC2=CC=3C4=C(NC3C=C2)[C@H](CC4)CC(=O)O)C=C1)C(F)(F)F (R)-2-(7-(4-cyclopentyl-3-(trifluoromethyl)benzyloxy)-1,2,3,4-tetrahydrocyclopenta[b]Indol-3-yl)acetic acid L-arginine salt